NC(C[C@H](C(=O)N[C@H](CCC(=O)OC)C)NC(CCCCCCCCCCCCC)=O)=O methyl (4S)-4-[[(2R)-4-amino-4-oxo-2-(tetradecanoylamino)butanoyl]amino]pentanoate